4-amino-6-chloro-5-fluoro-pyridine-3-carbonitrile NC1=C(C=NC(=C1F)Cl)C#N